3-(benzyloxy)-N,N-bis[2-[(tert-butyldiphenylsilyl)oxy]ethyl]aniline C(C1=CC=CC=C1)OC=1C=C(N(CCO[Si](C2=CC=CC=C2)(C2=CC=CC=C2)C(C)(C)C)CCO[Si](C2=CC=CC=C2)(C2=CC=CC=C2)C(C)(C)C)C=CC1